1-cyclopropyl-6,7,8-trifluoro-1,4-dihydro-4-oxo-3-quinolinecarboxylic acid C1(CC1)N1C=C(C(C2=CC(=C(C(=C12)F)F)F)=O)C(=O)O